CC1=C(C=CC(=C1)Cl)O[C@H](C)C(=O)[O-] The molecule is a monocarboxylic acid anion that is the conjugate base of (R)-2-(4-chloro-2-methylphenoxy)propanoic acid, obtained by deprotonation of the carboxy group. It is a conjugate base of a (R)-mecoprop. It is an enantiomer of a (S)-2-(4-chloro-2-methylphenoxy)propanoate.